(3R)-4-(4-bromo-5-chloro-2,3-difluorobenzoyl)-3-(hydroxymethyl)piperazine-1-carboxylic acid tert-butyl ester C(C)(C)(C)OC(=O)N1C[C@@H](N(CC1)C(C1=C(C(=C(C(=C1)Cl)Br)F)F)=O)CO